N-((1S,4S)-4-(Dimethylamino)cyclohexyl)-5-(2-methyl-4-phenoxyphenyl)-4-oxo-4,5-dihydro-3H-1-thia-3,5,8-triazaacenaphthylene-2-carboxamide CN(C1CCC(CC1)NC(=O)C=1SC=2N=CC=C3N(C(NC1C23)=O)C2=C(C=C(C=C2)OC2=CC=CC=C2)C)C